C(C)N1C2=CC=C(C=C2C=2C=C(C=CC12)C(C)=O)C(C1=CC=CC=C1)=O 1-(9-ethyl-6-benzoyl-9H-carbazol-3-yl)-ethanone